3-(5-{[(5-chlorothiophen-2-yl)methyl]sulfanyl}-1-(furan-3-carbonyl)-4-methoxy-1H-pyrazol-3-yl)-5-hydroxy-N,N,2-trimethylpyrrolidine-1-carboxamide ClC1=CC=C(S1)CSC1=C(C(=NN1C(=O)C1=COC=C1)C1C(N(C(C1)O)C(=O)N(C)C)C)OC